2-(3,5-dichloro-4-(2-fluoro-3-(1-(4-fluorophenyl)ethyl)-4-hydroxybenzyl)phenoxy)acetic acid ClC=1C=C(OCC(=O)O)C=C(C1CC1=C(C(=C(C=C1)O)C(C)C1=CC=C(C=C1)F)F)Cl